cyclopentyl (S)-(2-oxo-1-(1-(3-(trifluoromethoxy)phenyl)ethyl)-1,2-dihydroquinoxalin-6-yl)carbamate O=C1N(C2=CC=C(C=C2N=C1)NC(OC1CCCC1)=O)[C@@H](C)C1=CC(=CC=C1)OC(F)(F)F